[O].C(CCCC)[Te]CCCCC dipentyl-tellurium oxygen